(5-(5-acetamido-1H-pyrazol-1-yl)-1,3,4-thiadiazol-2-yl)-3-methoxy-2-oxo-4-(phenylamino)-2H-pyran-6-carboxamide C(C)(=O)NC1=CC=NN1C1=NN=C(S1)C=1C(=C(C(OC1C(=O)N)=O)OC)NC1=CC=CC=C1